C(C)(=O)NC1=CC=C2CN(C(C2=C1)=O)C1=CC=NC=C1 4-(6-acetamido-1-oxoisoindolin-2-yl)pyridine